2-Phenoxyethylisobutyrat O(C1=CC=CC=C1)CCOC(C(C)C)=O